Cl.N1(CCNCC1)C1=NC=C(C=N1)C(F)(F)F 2-(piperazin-1-yl)-5-(trifluoromethyl)pyrimidine hydrochloride